CC1=C(C2=C(N=N1)SC1=C2N=CN=C1N1C[C@H](CC1)OC=1C=NC=CC1)C 3,4-dimethyl-8-[(3S)-3-(3-pyridyloxy)pyrrolidin-1-yl]pyrimido[4',5':4,5]thieno[2,3-c]pyridazine